C1(=CC=CC=C1)C1=NNC(C2=CC=CC=C12)=O 4-phenyl-phthalazinone